C(#N)CC(=O)N[C@@H](CC1=CC=CC=C1)C(=O)O (Cyanoacetyl)-L-phenylalanine